3-methyl-2-propene-1,3-Sultone CC1=CCS(=O)(=O)O1